(±)-ethyl 2-((2-chloro-4-((4-(3-chlorophenyl)-trans-2,3-dimethylpiperazin-1-yl)methyl)phenyl)thio)acetate ClC1=C(C=CC(=C1)CN1[C@H]([C@@H](N(CC1)C1=CC(=CC=C1)Cl)C)C)SCC(=O)OCC |r|